C(#N)CC1=CC=C(C=C1)NC(=O)C1CC(CCC1C(C)C)C Menthanecarboxylic acid-N-(4-cyanomethyl-phenyl)amide